C(C)(C)(C)C1=CC=2C(C3=CC(=CC(=C3OC2C(=C1)P(C1=CC=CC=C1)C1=CC=CC2=C1OC1=C2C=CC=C1)P(C1=CC=CC=C1)C1=CC=CC2=C1OC1=C2C=CC=C1)C(C)(C)C)(C)C (1S,1'S)-(-)-(2,7-di-tert-butyl-9,9-dimethyl-9H-xanthene-4,5-diyl)bis((dibenzo[b,d]-furan-4-yl)(phenyl)phosphine)